1-(4-methoxybenzyl)-4-(4'-(5-methyl-1,3,4-thiadiazole-2-yl)-[1,1'-biphenyl]-4-yl)-1H-1,2,3-triazole-5-carboxylic acid ethyl ester C(C)OC(=O)C1=C(N=NN1CC1=CC=C(C=C1)OC)C1=CC=C(C=C1)C1=CC=C(C=C1)C=1SC(=NN1)C